tert-butyl 4-(5-bromopyrimidin-2-yl)-4-hydroxypiperidine-1-carboxylate BrC=1C=NC(=NC1)C1(CCN(CC1)C(=O)OC(C)(C)C)O